4-methoxy-styrene COC1=CC=C(C=C)C=C1